C(C)(C)(C)NC=1N=C(C=C2C=C(C=NC12)C(F)(F)F)Cl N-tert-butyl-6-chloro-3-(trifluoromethyl)-1,7-naphthyridin-8-amine